rac-N-(6-amino-5-methyl-3-pyridyl)-2-[(2R,5S)-5-methyl-2-(3-thienyl)-1-piperidyl]-2-oxo-acetamide NC1=C(C=C(C=N1)NC(C(=O)N1[C@H](CC[C@@H](C1)C)C1=CSC=C1)=O)C |r|